OOC1=C(C(=O)O[C@@]1([C@@H](O)CO)CC(C)C)OC(CO)C 3-O-hydroxyisobutyl-2-O-(1-methyl-2-hydroxyethyl)ascorbic acid